4,5-diphenyloxazolidin-2-on C1(=CC=CC=C1)C1NC(OC1C1=CC=CC=C1)=O